COC(=O)[C@H]1CN(C[C@H](O1)C)C1=C2C=CC=NC2=C(C=C1)Br (2R,6R)-4-(8-bromo-5-quinolinyl)-6-methyl-morpholine-2-carboxylic acid methyl ester